ClCC#CC#CCCl 1,6-dichloro-2,4-hexadiyne